4-(methoxycarbonyl)bicyclo[2.2.1]heptane-1-carboxylic acid COC(=O)C12CCC(CC1)(C2)C(=O)O